CC1=CN=C(S1)NC1=NC(=NC(=C1)CN1CCOCC1)NC1CN(CCC1)C(C=C)=O 1-(3-((4-((5-Methylthiazol-2-yl)amino)-6-(morpholinomethyl)pyrimidin-2-yl)amino)piperidin-1-yl)prop-2-en-1-one